(S)-3-(4-chloro-3-((2S,3R)-4,4,4-trifluoro-3-methyl-2-(1-methyl-1H-indazol-5-yl)Butylamino)phenyl)-3-cyclopropylpropionic acid ClC1=C(C=C(C=C1)[C@@H](CC(=O)O)C1CC1)NC[C@@H]([C@H](C(F)(F)F)C)C=1C=C2C=NN(C2=CC1)C